The molecule is a prostaglandin carboxylic acid anion that is the conjugate base of 13,14-dihydro-15-keto-PGF1alpha, obtained by deprotonation of the carboxy group; major species at pH 7.3. It is a conjugate base of a 13,14-dihydro-15-keto-PGF1alpha. CCCCCC(=O)CC[C@H]1[C@@H](C[C@@H]([C@@H]1CCCCCCC(=O)[O-])O)O